C1(CC1)C1=NC(=CC(=N1)NC(C1=NC(=CC=C1)C=1C=NN(C1)CC1CC1)=O)N1CC(C1)(F)F N-(2-cyclopropyl-6-(3,3-difluoroazetidin-1-yl)pyrimidin-4-yl)-6-(1-(cyclopropylmethyl)-1H-pyrazol-4-yl)picolinamide